N-(5-fluoro-1-methyl-1H-pyrazol-3-yl)-7-isopropoxy-2-(1-methyl-2-oxabicyclo[2.1.1]hex-4-yl)imidazo[1,2-a]pyridine-6-carboxamide trifluoroacetate FC(C(=O)O)(F)F.FC1=CC(=NN1C)NC(=O)C=1C(=CC=2N(C1)C=C(N2)C21COC(C2)(C1)C)OC(C)C